3-(3-(4-methoxyphenyl)-4-thiazolinonyl)-N-(4-(thiophen-2-yl)butyl)benzamide COC1=CC=C(C=C1)N1C(SC=C1C=1C=C(C(=O)NCCCCC=2SC=CC2)C=CC1)=O